BrC=1C=CC(=NC1)SC1CC1 5-bromo-2-(cyclopropylthio)pyridine